isooctyl-tris-(2-methoxyethoxy)silane C(CCCCC(C)C)[Si](OCCOC)(OCCOC)OCCOC